N-[[6-(4-Fluoroanilino)-2-pyridyl]sulfonyl]-2-(2,2,4-trimethylpyrrolidin-1-yl)pyridin-3-carboxamid FC1=CC=C(NC2=CC=CC(=N2)S(=O)(=O)NC(=O)C=2C(=NC=CC2)N2C(CC(C2)C)(C)C)C=C1